ClC=1C(=NN2C1CCCC2)N2N=CC(=C2NC)C#N 1-(3-chloro-4,5,6,7-tetrahydropyrazolo[1,5-a]pyridine-2-yl)-5-(methylamino)pyrazole-4-nitrile